O[SH+]C1=CC=CC=C1 hydroxyphenyl-sulfonium